C1(CC1)C=1C(=NN(C1)C1CC2(CN(C2)C(=O)OC(C)(C)C)C1)C1=C(C=CC=C1)C(F)(F)F tert-butyl 6-(4-cyclopropyl-3-(2-(trifluoromethyl) phenyl)-1H-pyrazol-1-yl)-2-azaspiro[3.3]heptane-2-carboxylate